ClC=1C=C2CCC[C@]3(C2=CC1)CN(C1=C(OC3)C=CC(=C1)[C@@](C(=O)OC)([C@H](C(=O)OC(C)(C)C)C)O)CCCCCC=C (2R,3R)-4-TERT-BUTYL 1-METHYL 2-((S)-6'-CHLORO-5-(HEPT-6-EN-1-YL)-3',4,4',5-TETRAHYDRO-2H,2'H-SPIRO[BENZO[B][1,4]OXAZEPINE-3,1'-NAPHTHALEN]-7-YL)-2-HYDROXY-3-METHYLSUCCINATE